4-(2-(benzofuran-3-yl)-2-oxoethyl)-3-methylpiperazine-1-carboxylic acid tert-butyl ester C(C)(C)(C)OC(=O)N1CC(N(CC1)CC(=O)C1=COC2=C1C=CC=C2)C